isopropyl N-methyl-carbamate CNC(OC(C)C)=O